4-((butyl-(ethyl)amino)methyl)-N-(2-oxo-2-phenylethyl)benzamide C(CCC)N(CC)CC1=CC=C(C(=O)NCC(C2=CC=CC=C2)=O)C=C1